2-phenylethyl 2,5-dihydroxybenzoate OC1=C(C(=O)OCCC2=CC=CC=C2)C=C(C=C1)O